5-fluoro-1-(4-(hydroxymethyl)phenyl)pyridin FC=1C=CCN(C1)C1=CC=C(C=C1)CO